[Cl-].[Cl-].C(C)(C)C1=CC=C(C=C1)C(=[Hf+2](C1C2=CC(=CC=C2C=2C=CC(=CC12)C(C)(C)C)C(C)(C)C)C1C=CC=C1)C1CCCC1 (4-isopropylphenyl)(cyclopentyl)methylene(cyclopentadienyl)(2,7-di-tert-butylfluoren-9-yl)hafnium dichloride